C(CC)[C@@]1(C[C@H](CC1)C1=C(C=CC=C1)C(F)(F)F)C(=O)O cis-1-propyl-3-(2-(trifluoromethyl)phenyl)cyclopentane-1-carboxylic acid